C(C)C1=C(C(CC(C1)(C)CC)=O)C 3,5-diethyl-2,5-dimethyl-2-cyclohexen-1-one